9-((3aR,4R,6R,6aR)-6-(((tert-butyldimethylsilyl)oxy)methyl)-2,2-dimethyltetrahydrofuro[3,4-d][1,3]dioxol-4-yl)-9H-purin-6-amine [Si](C)(C)(C(C)(C)C)OC[C@H]1O[C@H]([C@H]2[C@@H]1OC(O2)(C)C)N2C1=NC=NC(=C1N=C2)N